ClC=1C(=NC=C(C1)C(F)(F)F)CN1N=C2N([C@@H](CC[C@H]2O)C(=O)N2CC(CC2)(F)F)C1=O |&1:19| (5S,8RS)-2-{[3-Chloro-5-(trifluoromethyl)pyridin-2-yl]methyl}-5-[(3,3-difluoropyrrolidin-1-yl)carbonyl]-8-hydroxy-5,6,7,8-tetrahydro[1,2,4]triazolo[4,3-a]pyridin-3(2H)-one